4-(2-(4'-pentyl-[1,1'-bicyclohexane]-4-yl)ethyl)phenol C(CCCC)C1CCC(CC1)C1CCC(CC1)CCC1=CC=C(C=C1)O